C(C)(C)C1=C(C=C(C=C1)C=1OC2=C(N1)C(=CC=C2)C)O 2-Isopropyl-5-(4-methylbenzoxazol-2-yl)phenol